C(C)(C)(C)C1=CC=C(C(=O)NC2=CC3=C(SC(=C3)CCC(=O)NO)C=C2)C=C1 4-(tert-Butyl)-N-(2-(3-(hydroxyamino)-3-oxopropyl)benzo[b]thiophen-5-yl)benzamide